OCC(CO)C(C(=O)O)CCCCCC\C=C/CCCCCCO.FC1=C(C=C(C(=C1)Cl)N1C(N(C(=CC1=O)C(F)(F)F)C)=O)S 2-fluoro-4-chloro-5-(3-methyl-2,6-dioxo-4-trifluoromethyl-3,6-dihydropyrimidin-1(2H)-yl)thiophenol 1,3-dihydroxypropan-2-yl-16-hydroxy-(9Z)-hexadec-9-enoate